CC(=O)N[C@@H]1[C@H]([C@H]([C@H](OC1O)COP(=O)([O-])[O-])O)O The molecule is an organophosphate oxoanion obtained by deprotonation of the phosphate OH groups of N-acetyl-D-galactosamine 6-phosphate. It is a conjugate base of a N-acetyl-D-galactosamine 6-phosphate.